FC=1C2=C(SC1C(=O)O)C=C(S2)F 3,5-difluoro-thieno[3,2-b]thiophene-2-carboxylic acid